Trimethyl-4-oxo-1-phenyl-1,4-dihydropyridine-2,3,5-tricarboxylate COC(=O)C=1N(C=C(C(C1C(=O)OC)=O)C(=O)OC)C1=CC=CC=C1